L-2-ethylhexyl lactate C(C(O)C)(=O)OCC(CCCC)CC